2-(2,6-dioxopiperidin-3-yl)-5-((2-(3-(4-(quinoxalin-2-yl)-1H-pyrazol-1-yl)cyclobutyl)ethyl)amino)isoindoline-1,3-dione O=C1NC(CCC1N1C(C2=CC=C(C=C2C1=O)NCCC1CC(C1)N1N=CC(=C1)C1=NC2=CC=CC=C2N=C1)=O)=O